O1C(NC(C1)=O)C1(OCCN1)C1OCCN1 teroxazolidinone